CN1CCN(CC1)C=1C=C(NC2=NC=CC(=N2)N2C=C(C3=CC=CC=C23)C(=O)N)C=CC1 1-{2-[3-(4-methyl-piperazin-1-yl)-anilino]-pyrimidin-4-yl}-1H-indole-3-carboxamide